1-methyl-4-(tributyl-λ4-stannanyl)imidazole CN1C=NC(=C1)[Sn](CCCC)(CCCC)CCCC